C1=CC=C2C(=C1)NC(=S)S2 The molecule is 1,3-Benzothiazole substituted at the 2-position with a sulfanyl group. It has a role as a carcinogenic agent and a metabolite. It is a member of benzothiazoles and an aryl thiol.